C(C=C)(=O)N1[C@H](CN(CC1)C=1C2=C(N=C(N1)OC[C@H]1N(CCC1)C)CN(CC2)C2=CC(=CC1=CC=CC=C21)O)CC#N 2-((S)-1-acryloyl-4-(7-(3-hydroxynaphthalene-1-yl)-2-(((S)-1-methylpyrrolidin-2-yl)methoxy)-5,6,7,8-tetrahydropyrido[3,4-d]pyrimidine-4-yl)piperazin-2-yl)acetonitrile